N-(5-(propanoyl-3,3,3-d3)-4-((2,3,5-trimethyl-3,5-dihydrospiro[imidazo[4,5-c][1,7]naphthyridine-4,3'-oxetan]-6-yl)amino)pyridin-2-yl)cyclopropanecarboxamide C(CC([2H])([2H])[2H])(=O)C=1C(=CC(=NC1)NC(=O)C1CC1)NC1=NC=CC=2C3=C(N(C(=N3)C)C)C3(COC3)N(C12)C